4-formyl-2-methoxyphenylboric acid C(=O)C1=CC(=C(C=C1)OB(O)O)OC